7-(benzylamino)-N-[3-(1-isobutylpyrazolo[4,3-c]pyridin-6-yl)-1-tetrahydropyran-2-yl-pyrazol-4-yl]-7-(trifluoromethyl)-4-azaspiro[2.5]octane-4-carboxamide C(C1=CC=CC=C1)NC1(CCN(C2(CC2)C1)C(=O)NC=1C(=NN(C1)C1OCCCC1)C1=CC2=C(C=N1)C=NN2CC(C)C)C(F)(F)F